(10-bromoanthracene-9-yl-1,2,3,4,5,6,7,8-d8)naphtho[2,3-b]benzofuran-2,3,4,6,7,8,9,10,11-d9 BrC1=C2C(=C(C(=C(C2=C(C2=C(C(=C(C(=C12)[2H])[2H])[2H])[2H])C1=C(C(=C(C2=C1C1=C(O2)C(=C2C(=C(C(=C(C2=C1[2H])[2H])[2H])[2H])[2H])[2H])[2H])[2H])[2H])[2H])[2H])[2H])[2H]